4-(cyclopropoxy)-N-(4-piperidyl)-N-[4-(trifluoromethyl)phenyl]pyridin-3-amine C1(CC1)OC1=C(C=NC=C1)N(C1=CC=C(C=C1)C(F)(F)F)C1CCNCC1